ClC1=CC=C(NC2CCN(CC2)C=2C3=C(N(C(C2C#N)=O)C)SC(=N3)C)C=C1 7-[4-(4-chloroanilino)-1-piperidinyl]-2,4-dimethyl-5-oxo-thiazolo[5,4-b]pyridine-6-carbonitrile